[Si](C)(C)(C(C)(C)C)C(CCCCN(C=1SC=C(N1)C(=O)[O-])C=1N=NC(=C(C1)C)\N=C\1/SC2=C(N1COCC[Si](C)(C)C)C=CC=C2)=O 2-[5-[tert-butyl (dimethyl) silyl] oxopentyl-[5-methyl-6-[(Z)-[3-(2-trimethylsilyl-ethoxymethyl)-1,3-benzothiazol-2-ylidene] amino] pyridazin-3-yl] amino]-1,3-thiazole-4-carboxylate